1-(1-(3-bromo-2-chloropyridin-4-yl)-3-methyl-1H-1,2,4-triazol-5-yl)-N-methyl-methylamine BrC=1C(=NC=CC1N1N=C(N=C1CNC)C)Cl